5-phosphoquinolin-2-one P(=O)(=O)C1=C2C=CC(NC2=CC=C1)=O